BrC1=CC=C2C(NC(N(C2=C1)C1=CC=CC=C1)=O)=O 7-bromo-1-phenylquinazolin-2,4(1H,3H)-dione